CN1C(N(C=C(C1=O)C1=C(C=CC=C1)OC(F)(F)F)CC(N1CCC(CC1)N1C(NC2=C(CC1)C=CC=C2)=O)=O)=O 3-methyl-1-{2-oxo-2-[4-(2-oxo-1,2,4,5-tetrahydro-benzo[d][1,3]diazepin-3-yl)-piperidin-1-yl]-ethyl}-5-(2-trifluoromethoxy-phenyl)-1H-pyrimidine-2,4-dione